tert-Butyl (1R)-1-[5-[4-[[(1R,3R,4S)-3-(hydroxymethyl)-4-triisopropylsilyloxy-cyclopentyl]amino]pyrimidine-5-carbonyl]-3-thienyl]-3,4-dihydro-1H-isoquinoline-2-carboxylate OC[C@H]1C[C@H](C[C@@H]1O[Si](C(C)C)(C(C)C)C(C)C)NC1=NC=NC=C1C(=O)C1=CC(=CS1)[C@@H]1N(CCC2=CC=CC=C12)C(=O)OC(C)(C)C